NC1=C(C=C(C=C1)C1=CC=C(C=C1)F)NC(C1=CC=C(C=C1)S(=O)(=O)C=1C=NC=CC1O)=O N-[2-amino-5-(4-fluorophenyl)phenyl]-4-[(4-hydroxy-3-pyridinyl)sulfonyl]benzamide